N[C@@H]1CN(CC[C@H]1F)C1=CC(=NC=C1C=1C=NN(C1)C(F)F)NC1=NC(=NC=C1)C1=C(C=CC=C1OC)F N-(4-((3R,4R)-3-amino-4-fluoropiperidin-1-yl)-5-(1-(difluoromethyl)-1H-pyrazol-4-yl)pyridin-2-yl)-2-(2-fluoro-6-methoxyphenyl)pyrimidin-4-amine